C(C)(=O)[O-].C(CCCCCCCCCC)[N+]1(CCCCC1)CCCC 1-undecyl-1-butylpiperidinium acetate